ClC1=CC(=C(C=C1)C1(OC2=C(O1)C=CC=C2C2CCN(CC2)CC(=O)O)C)F {4-[2-(4-Chloro-2-fluorophenyl)-2-methyl-1,3-benzodioxol-4-yl]piperidin-1-yl}acetic acid